O1C=NC=C1CN 1-(1,3-oxazol-5-yl)-methanamine